azetidine-2-one N1C(CC1)=O